BrC1=CC=C(OCC2[C@](OCCO2)(CI)C2CC2)C=C1 (2S,6S)-((4-bromophenoxy)methyl)-2-cyclopropyl-2-(iodomethyl)-1,4-dioxane